OC(C(CC(C(C)(C)C)=O)N1N=CN=C1)C(C)(C)C 6-hydroxy-2,2,7,7-tetramethyl-5-(1H-1,2,4-triazol-1-yl)-3-octanone